S1C(=NC2=C1C=CC=C2)NC(=O)C=2C=CC=C1CCN(CC21)C2=CC=C(C(=N2)C(=O)O)C2=C(C(=NC=C2)N2CCCCC2)C 6-[8-(1,3-benzothiazol-2-ylcarbamoyl)-3,4-dihydroisoquinolin-2(1H)-yl]-3'-methyl-2'-(piperidin-1-yl)-3,4'-bipyridine-2-carboxylic acid